4-cyclopropyl-3-(N-(2-(5-fluorothiophen-2-yl)-5-(5-methylisothiazol-4-yl)phenyl)sulfamoyl)benzoic acid C1(CC1)C1=C(C=C(C(=O)O)C=C1)S(NC1=C(C=CC(=C1)C=1C=NSC1C)C=1SC(=CC1)F)(=O)=O